ClC=1C(=C(CN2[C@@H](C[C@@H](CC2)CC2=NC(=CC=C2Cl)NC2=NNC(=C2)C)CC)C=CC1)F (2R,4R)-1-(3-chloro-2-fluorobenzyl)-4-((3-chloro-6-((5-methyl-1H-pyrazol-3-yl)amino)pyridin-2-yl)methyl)-2-ethylpiperidine